C(CCCCCCCCCCC)C(C(C(=O)[O-])S(=O)(=O)O)(C(=O)[O-])CCCCCCCCCCCC dilaurylsulphosuccinate